5-(4-bromophenyl)-3,3-dimethylmorpholine-4-carboxylic acid tert-butyl ester C(C)(C)(C)OC(=O)N1C(COCC1C1=CC=C(C=C1)Br)(C)C